ClC=1C(=CC(=NC1)OC)C1=CC(=NN1)C(=O)N1CCC(CC1)C(=O)NCC1OC(OC1)(C)C 1-(5-(5-chloro-2-methoxypyridin-4-yl)-1H-pyrazole-3-carbonyl)-N-((2,2-dimethyl-1,3-dioxolan-4-yl)methyl)piperidine-4-carboxamide